3-amino-propanamide trifluoroacetate FC(C(=O)O)(F)F.NCCC(=O)N